C[C@](N)(CCCCN)C(=O)O D-α-methyl-lysine